2,3,4,6-tetrabenzyl-glucose C(C1=CC=CC=C1)[C@@](C=O)(O)[C@@](O)([C@](O)([C@H](O)C(O)CC1=CC=CC=C1)CC1=CC=CC=C1)CC1=CC=CC=C1